FC=1C(=CC(=NC1)OC)C1=CC(=NN1)C(=O)N1C2(CC2)C[C@H](CC1)C(=O)NCC1=NC=C(C=C1N1CCN(CC1)C)F (S)-4-(5-(5-fluoro-2-methoxypyridin-4-yl)-1H-pyrazole-3-carbonyl)-N-((5-fluoro-3-(4-methylpiperazin-1-yl)pyridin-2-yl)methyl)-4-azaspiro[2.5]octane-7-carboxamide